4-(1-(2,2-difluoroethyl)-3-phenyl-1H-pyrazol-4-yl)-6-(1-ethoxyvinyl)-7-methoxyquinazoline FC(CN1N=C(C(=C1)C1=NC=NC2=CC(=C(C=C12)C(=C)OCC)OC)C1=CC=CC=C1)F